octane-1,1,8-tricarboxylic acid 8-benzyl ester 1,1-di-tert-butyl ester C(C)(C)(C)OC(=O)C(CCCCCCCC(=O)OCC1=CC=CC=C1)C(=O)OC(C)(C)C